COC1=C(C=CC(=C1)C2=CC(=C(C=C2)N=NC3=C(C4=C(C=C(C=C4C=C3S(=O)(=O)[O-])S(=O)(=O)[O-])N)O)OC)N=NC5=C(C6=C(C=C(C=C6C=C5S(=O)(=O)[O-])S(=O)(=O)[O-])N)O The molecule is an organosulfonate oxoanion obtained by deprotonation of the sulfonic acid groups of Pontamine sky blue 5B (acid form). It is a conjugate base of a Pontamine sky blue 5B (acid form).